Br.[N+](=O)([O-])C1=CC=C(C=C1)N(N)CCO 2-(1-(4-nitrophenyl)hydrazineyl)ethan-1-ol hydrobromide